tert-butyl (3aR,5r,6aS)-5-vinylhexahydrocyclopenta[c]pyrrole-2(1H)-carboxylate C(=C)C1C[C@@H]2[C@@H](CN(C2)C(=O)OC(C)(C)C)C1